N-(1-phenylethyl)trichloroethoxyformamide C1(=CC=CC=C1)C(C)N(C=O)OCC(Cl)(Cl)Cl